N1(CCOCC1)C1=NC(=NC(=N1)C=1SC(=CC1)CN1CCOCC1)C1=CC=C(C=C1)NC(=O)NCC1=NC=CN=C1 1-(4-(4-morpholinyl-6-(5-(morpholinomethyl)thiophen-2-yl)-1,3,5-triazin-2-yl)phenyl)-3-(pyrazin-2-ylmethyl)urea